OCC1=C(C=CC=C1)C1=C2CNC(C2=CC=C1)=O 4-(2-(hydroxymethyl)phenyl)isoindolin-1-one